C12CN(CCC2NC1)C(=O)OC(C)(C)C tert-butyl 3,7-diazabicyclo[4.2.0]octane-3-carboxylate